ClC=1C=C2CCN(CC2=CN1)C(=O)C1=C(OC=2N=CN=C(C21)NC2(CC2)C)C 5-(6-chloro-1,2,3,4-tetrahydro-2,7-naphthyridine-2-carbonyl)-6-methyl-N-(1-methylcyclopropyl)furo[2,3-d]pyrimidin-4-amine